N1N=NC=C1CC(=O)N1[C@@H](C[C@H](C1)F)C(=O)N[C@@H](C1=NC(=C(C=C1)C(C)C)F)C1=CC(=CC=C1)CN (2S,4R)-1-(2-(1H-1,2,3-triazol-5-yl)acetyl)-N-((R)-(3-(aminomethyl)phenyl)(6-fluoro-5-isopropylpyridin-2-yl)methyl)-4-fluoropyrrolidine-2-carboxamide